NC1=NC=C2C(=N1)N(C(N(C2)C2=C(C=CC=C2C)F)=O)C2CNC2 7-amino-1-(azetidin-3-yl)-3-(2-fluoro-6-methyl-phenyl)-4H-pyrimido[4,5-d]pyrimidin-2-one